F[P-](F)(F)(F)(F)F.F[P-](F)(F)(F)(F)F.C(CCCCC)N1C(=[N+](C2=C1C=CC=C2)C)C2=CC=[N+](C=C2)C2=CC=CC=C2 1-Hexyl-3-methyl-2-(1-phenylpyridin-1-ium-4-yl)-1H-benzimidazol-3-ium bis(hexafluorophosphate)